ClC1=C(CNC(=O)[C@H]2N(C[C@@H](C2)O)C([C@H](C(C)(C)C)NC(OC(C)(C)C)=O)=O)C=CC(=C1)C#C Tert-butyl ((S)-1-((2S,4R)-2-((2-chloro-4-ethynylbenzyl)carbamoyl)-4-hydroxypyrrolidin-1-yl)-3,3-dimethyl-1-oxobutan-2-yl)carbamate